C(#N)C1=CC(=C(COC2=CC=CC(=N2)N2CC=3N(N=CC3C2)C(=O)OCC2=CC=CC=C2)C=C1)F benzyl 5-(6-((4-cyano-2-fluorobenzyl)oxy)pyridin-2-yl)-5,6-dihydropyrrolo[3,4-c]pyrazole-1(4H)-carboxylate